4-[(3-{8-bromo-3-cyclopropylimidazo[1,2-a]pyridin-2-yl}prop-2-yn-1-yl)amino]-3-methoxy-N-methylbenzamide BrC=1C=2N(C=CC1)C(=C(N2)C#CCNC2=C(C=C(C(=O)NC)C=C2)OC)C2CC2